ClC1=CC(=C(C=C1)C1(OC2=C(O1)C=CC=C2C2CCN(CC2)CC=2N(C(=CN2)/C=C/C(=O)O)CC2CC(C2)O)C)F (E)-3-(2-((4-(2-(4-chloro-2-fluorophenyl)-2-methylbenzo[d][1,3]dioxol-4-yl)piperidin-1-yl)methyl)-1-((3-hydroxycyclobutyl)methyl)-1H-imidazol-5-yl)acrylic acid